ICC(=O)NC1=CC=C(C=C1)C 2-iodo-N-(p-tolyl)acetamide